C(#N)CC(=O)N(C)C(CCC)C1=CC=C(C=C1)CCC(=O)O 3-(4-(1-(2-cyano-N-methylacetamido)butyl)phenyl)propanoic acid